monochlorobisphenol A ClC1=C(O)C=CC(=C1)C(C)(C)C1=CC=C(C=C1)O